2-[4-methyl-3-[2-methyl-6-(3-methyl-1H-pyrazolo[3,4-c]pyridin-4-yl)-3-pyridyl]-2-oxo-benzimidazol-1-yl]-N-(2,2,2-trifluoroethyl)acetamide CC1=CC=CC=2N(C(N(C21)C=2C(=NC(=CC2)C2=C1C(=CN=C2)NN=C1C)C)=O)CC(=O)NCC(F)(F)F